2-methyl-5-(3-(trifluoromethoxy)phenyl)-N-(1,2,4-thiadiazol-5-yl)furan-3-carboxamide CC=1OC(=CC1C(=O)NC1=NC=NS1)C1=CC(=CC=C1)OC(F)(F)F